BrC1=C2C=CC=NC2=C(C=C1)C 5-bromo-8-methyl-quinoline